(E)-4-(cyclohexyloxy)-6-(4-fluorophenylvinyl)-2-hydroxy-3-(3-methylbut-2-en-1-yl)benzoic acid C1(CCCCC1)OC1=C(C(=C(C(=O)O)C(=C1)\C=C\C1=CC=C(C=C1)F)O)CC=C(C)C